C1(CC1)NC(=O)C=1N=NC=CC1NC1=C(C=C(C=C1)C=1C=NN(C1)C(C)C)OC(C)C N-cyclopropyl-4-((2-isopropoxy-4-(1-isopropyl-1H-pyrazol-4-yl)phenyl)amino)pyridazine-3-carboxamide